COC1=C(C(=CC(=C1)C=NC1=CC=CC=C1)OC)O 2,6-dimethoxy-4-((phenylimino)methyl)phenol